(S)-5-fluoro-N-((1-morpholinocyclohexyl)methyl)-8-oxo-5,6,7,8-tetrahydro-quinoline-5-carboxamide F[C@@]1(C=2C=CC=NC2C(CC1)=O)C(=O)NCC1(CCCCC1)N1CCOCC1